3-Methyl-5-(N-(4-chlorobenzyl)-N-phenethylsulfamoyl)benzofuran-2-carboxylic acid CC1=C(OC2=C1C=C(C=C2)S(N(CCC2=CC=CC=C2)CC2=CC=C(C=C2)Cl)(=O)=O)C(=O)O